COC1=C(C=C2C(=NC=NC2=C1)NC1=CC2=CC=CC=C2C=C1)OC1CC2CCC(C1)N2C(C=C)=O 1-(3-((7-methoxy-4-(naphthalen-2-ylamino)quinazolin-6-yl)oxy)-8-azabicyclo[3.2.1]octan-8-yl)prop-2-en-1-one